2-((4-(difluoromethyl)-5-(piperidin-4-ylmethoxy)pyridin-2-yl)methyl)isoindoline FC(C1=CC(=NC=C1OCC1CCNCC1)CN1CC2=CC=CC=C2C1)F